water ytterbium [Yb].O